ethyl 2-[bis(2-pyridylmethyl)amino]-2-oxo-acetate N1=C(C=CC=C1)CN(C(C(=O)OCC)=O)CC1=NC=CC=C1